CC1=CC[C@@H]2[C@@]([C@H]1CC/C(=C/COP(=O)([O-])OP(=O)([O-])[O-])/C)(CCCC2(C)C)C The molecule is an organophosphate oxoanion obtained by deprotonation of the diphosphate OH groups of (5S,9S,10S,13E)-labda-7,13-dien-15-yl diphosphate. It is a conjugate base of a (5S,9S,10S,13E)-labda-7,13-dien-15-yl diphosphate.